C(C)(C)(C)NC(C)(C)C=1N=NN(C1)[C@H](C(=O)N1[C@@H](C[C@H](C1)O)C(=O)NC)C(C)(C)C (2S,4R)-1-[(2S)-2-[4-[1-(tert-butylamino)-1-methyl-ethyl]triazol-1-yl]-3,3-dimethyl-butanoyl]-4-hydroxy-N-methyl-pyrrolidine-2-carboxamide